3-Hydroxy-5-methyl-4-[8-[(3R)-3-piperidyl]-6,7-dihydropyridazino[4,3-b][1,4]oxazin-3-yl]benzonitrile OC=1C=C(C#N)C=C(C1C1=CC=2OCCN(C2N=N1)[C@H]1CNCCC1)C